COC1=CC=C2C(/C(/C(C=3C(=NC=NC23)N)(C)C)=N/OC)=C1N (6E)-8-methoxy-6-methoxyimino-5,5-dimethyl-benzo[h]quinazoline-4,7-diamine